1-[4-[benzenesulfonyl(methyl)amino]phenyl]-5,7-difluoro-2,3,4,9-tetrahydro-1H-pyrido[3,4-b]indole-3-carboxylic acid C1(=CC=CC=C1)S(=O)(=O)N(C1=CC=C(C=C1)C1NC(CC2=C1NC1=CC(=CC(=C21)F)F)C(=O)O)C